n-octadecanol propionate C(CC)(=O)OCCCCCCCCCCCCCCCCCC